[Si]([O-])([O-])([O-])[O-].[Ga+3].[Si]([O-])([O-])([O-])[O-].[Si]([O-])([O-])([O-])[O-].[Ga+3].[Ga+3].[Ga+3] gallium silicate